C(C)(CC)C1C(NC2=C(CN1C(CO)=O)C=CC=C2)=O 3-(sec-butyl)-4-(2-hydroxyacetyl)-1,3,4,5-tetrahydro-2H-benzo[1,4]diazepin-2-one